C(C)N(C(O[C@@H]1CC[C@H](CC1)C(N(C[C@@H]1CC[C@H](CC1)C1=NC(=C(C=C1)OC)C)C1=NC=CC(=C1)C=1N=C(OC1)C1CC1)=O)=O)CCO trans-4-((4-(2-Cyclopropyloxazol-4-yl)pyridin-2-yl)-((trans-4-(5-meth-oxy-6-methylpyridin-2-yl)cyclohexyl)-methyl)carbamoyl)-cyclohexyl ethyl(2-hydroxyethyl)carbamate